COC(C1=C(C=C(C=C1)OC)S(=O)(=O)Cl)=O (chlorosulfonyl)-4-methoxybenzoic acid methyl ester